(R)-1-(3-bromo-1-methyl-1H-1,2,4-triazol-5-yl)-2-methylpiperidine BrC1=NN(C(=N1)N1[C@@H](CCCC1)C)C